N-trityl-morpholino-N'-benzoyl-cytosine C(C1=CC=CC=C1)(C1=CC=CC=C1)(C1=CC=CC=C1)N(C1=NC(N(C=C1)C(C1=CC=CC=C1)=O)=O)N1CCOCC1